ethyl 4-(((5-amino-9-fluoro-7-methoxy-[1,2,4]triazolo[1,5-c]quinazolin-2-yl)methyl)carbamoyl)-3,5-difluorobenzoate NC1=NC=2C(=CC(=CC2C=2N1N=C(N2)CNC(=O)C2=C(C=C(C(=O)OCC)C=C2F)F)F)OC